(5-(4,4-difluoropiperidine-1-carbonyl)-1H-pyrrolo[2,3-b]pyridin-1-yl)benzoic acid FC1(CCN(CC1)C(=O)C=1C=C2C(=NC1)N(C=C2)C2=C(C(=O)O)C=CC=C2)F